OC1=C(C=C(C=C1)CC=O)OC 4-Hydroxy-3-methoxyphenyl-acetaldehyd